FC1=CC=C(C=C1)C=1C(=NNC1S(=O)(=O)C)C(=O)O (4-fluorophenyl)-5-methylsulfonyl-pyrazole-3-carboxylic acid